BrC(Br)C(C(=O)C(Br)Br)=O Dibromomethyl diketone